NC(CCCC(C(=O)O)([2H])[2H])([2H])[2H] 6-amino-2,2,6,6-tetradeuteriohexanoic acid